2-((1r,3s)-1-(3-amino-4-(6-(1-methyl-1H-pyrazol-4-yl)pyrazolo[1,5-a]pyrazin-4-yl)-1H-pyrazol-1-yl)-3-methoxycyclobutyl)acetonitrile NC1=NN(C=C1C=1C=2N(C=C(N1)C=1C=NN(C1)C)N=CC2)C2(CC(C2)OC)CC#N